ClC1=C(C=CC(=C1F)F)C1N=C(NC(=C1C(=O)OC)[C@@H]1CC[C@@H](CC1)S(NC(C)C)(=O)=O)C=1SC=CN1 (cis)-methyl 4-(2-chloro-3,4-difluorophenyl)-6-(4-(N-isopropylsulfamoyl)cyclohexyl)-2-(thiazol-2-yl)-1,4-dihydropyrimidine-5-carboxylate